NC1=NC(=CC(=N1)N1CCC2(C[C@H](NC2)C(=O)OCC)CC1)O[C@@H](C(F)(F)F)C1=C(C=C(C=C1)Cl)C1=CC=CC=C1 ethyl (3S)-8-{2-amino-6-[(1R)-1-(5-Chloro[1,1'-biphenyl]-2-yl)-2,2,2-trifluoroethoxy]pyrimidin-4-yl}-2,8-diazaspiro[4.5]decane-3-carboxylate